ClC1=C(C=2C(=NC=C(C2)C=2C=C(C=CC2)N2C(COCC2)=O)N1)CC 4-[3-(2-chloro-3-ethyl-1H-pyrrolo[2,3-b]Pyridin-5-yl)phenyl]Morpholin-3-one